C(C=1C(C(=O)[O-])=CC=CC1)(=O)[O-].C(C=1C(C(=O)[O-])=CC=CC1)(=O)[O-].C(CCC)[Sn+4]CCCC dibutyltin diphthalate